methyl [2-(3-pyridyl)-2H-indazole-5-carbonyl]carboxylate N1=CC(=CC=C1)N1N=C2C=CC(=CC2=C1)C(=O)C(=O)OC